(2R,4R)-1-(3-chloro-2-fluorobenzyl)-2-methyl-4-((3-methyl-6-((5-methyl-1H-pyrazol-3-yl)amino)-4-(pyrimidin-2-yl)pyridin-2-yl)methyl)piperidine-4-carboxylic acid ClC=1C(=C(CN2[C@@H](C[C@@](CC2)(C(=O)O)CC2=NC(=CC(=C2C)C2=NC=CC=N2)NC2=NNC(=C2)C)C)C=CC1)F